C(C)(C)(C)OC(=O)N1CCC(CC1)OC=1C=C2CN(C(C2=CC1)=O)[C@H](C(=O)OC)C(C)(C)C (S)-4-((2-(1-methoxy-3,3-dimethyl-1-oxobutan-2-yl)-1-oxoisoindolin-5-yl)oxy)piperidine-1-carboxylic acid tert-butyl ester